COC(=O)C1=NC=CC(=C1)/C(/N)=N/O (Z)-4-(N'-hydroxycarbamimidoyl)pyridine-2-carboxylic acid methyl ester